C1(CC1)C1=CC(=C(NC2=C(C(=O)O)C=C(C(=C2F)F)CC2=C(C(=NC=C2)NS(NC)(=O)=O)F)C=C1)F 2-(4-Cyclopropyl-2-fluoroanilino)-3,4-difluoro-5-[[3-fluoro-2-(methylsulfamoylamino)pyridin-4-yl]methyl]benzoic acid